3-((3,5-difluoro-4-((2-(trifluoromethyl)pyridin-4-yl)oxy)benzyl)oxy)-9a-methyl-6,7,8,9,9a,10-hexahydro-1H-pyrido[1',2':3,4]imidazo[1,2-c]pyrimidin-1-one FC=1C=C(COC=2C=C3N(C(N2)=O)CC2(N3CCCC2)C)C=C(C1OC1=CC(=NC=C1)C(F)(F)F)F